CC1(CC1)NS(=O)(=O)C1=CC=C2C3=C(NC2=C1)N=CC=C3C=3CCN(CC3)C(=O)OC(C)(C)C tert-butyl 4-(7-(N-(1-methylcyclopropyl) sulfamoyl)-9H-pyrido[2,3-b]indol-4-yl)-3,6-dihydropyridine-1(2H)-carboxylate